CC1=C2C(=CN=C1)OCC=1C=C(C=CC12)N 1-methyl-6H-isochromeno[3,4-c]pyridine-8-amine